NC1C2=CC=CC=C2CC12CCN(CC2)C=2N=CC=NC2CO 5-(1-amino-1,3-dihydrospiro[indene-2,4'-piperidin]-1'-yl)-6-(hydroxymethyl)pyrazin